OC1(C(C(=C(C=C1)O)C=O)C=O)C1=CC=CC=C1 1,4-dihydroxybiphenyl-dialdehyde